tert-butyl N-[4-[[5-(4-bromo-2-fluoro-anilino)-4-methyl-3-pyridinyl] methyl]-3-fluoro-2-pyridinyl]-N-t-butoxycarbonyl-carbamate BrC1=CC(=C(NC=2C(=C(C=NC2)CC2=C(C(=NC=C2)N(C(OC(C)(C)C)=O)C(=O)OC(C)(C)C)F)C)C=C1)F